3-amino-1-methyl-2,3,4,5-tetrahydro-1H-1-benzazepin-2-one NC1C(N(C2=C(CC1)C=CC=C2)C)=O